FC(OC1=C(C=C(C=C1)SCC(=O)NCCO)N1N=C(C=2C=NC(=CC21)C=2C=NN1C2N=CC=C1)C)F 2-((4-(difluoromethoxy)-3-(3-methyl-6-(pyrazolo[1,5-a]pyrimidin-3-yl)-1H-pyrazolo[4,3-c]pyridin-1-yl)phenyl)thio)-N-(2-hydroxyethyl)acetamide